rac-(1R,5S,6R)-2,2-difluorobicyclo[3.1.0]hexan-6-amine hydrochloride Cl.FC1([C@H]2[C@@H]([C@H]2CC1)N)F |r|